4-chloro-2,6-bis(trifluoromethyl)pyrimidine ClC1=NC(=NC(=C1)C(F)(F)F)C(F)(F)F